2-(2-phenoxyphenyl)thienothienyl-5,6-diphenoxy-2,1,3-benzothiadiazole O(C1=CC=CC=C1)C1=C(C=CC=C1)C1=C(C2=C(C=CS2)S1)C1=C(C(=CC2=NSN=C21)OC2=CC=CC=C2)OC2=CC=CC=C2